CC=1C=C(C=CC1OC1=CC2=C(N(C=N2)C)C=C1)NC=1C2=C(N=CN1)C=CC(=N2)O[C@@H]2CN(CC2)C(C#CC)=O 1-[(3S)-3-{[4-({3-methyl-4-[(1-methyl-1,3-benzodiazol-5-yl)oxy]phenyl}amino)pyrido[3,2-d]pyrimidin-6-yl]oxy}pyrrolidin-1-yl]but-2-yn-1-one